O1C2=C(C=C1)C(=O)OCCOC2=O 5-ethylene furandicarboxylate